ethyl 3-(3-bromophenyl)-4-nitrobutyrate BrC=1C=C(C=CC1)C(CC(=O)OCC)C[N+](=O)[O-]